BrC=1C=NC=2N(C=3N=CC(=CC3OC2C1)Br)CCCN1CC2COCC(C1)C2 6,12-dibromo-2-(3-{3-oxa-7-azabicyclo[3.3.1]nonan-7-yl}propyl)-9-oxa-2,4,14-triazatricyclo[8.4.0.0^{3,8}]tetradeca-1(10),3(8),4,6,11,13-hexaene